C(#N)C=1C(=CC2=C(C(=C(O2)C2=CC=C(C=C2)NC(OC(C)(C)C)=O)C2CCC2)C1)F tert-Butyl (4-(5-cyano-3-cyclobutyl-6-fluorobenzofuran-2-yl)phenyl)carbamate